N-(5-bromo-2-methanesulfonylphenyl)-8-(1-methyl-1H-indol-6-yl)quinoxalin-6-amine BrC=1C=CC(=C(C1)NC=1C=C2N=CC=NC2=C(C1)C1=CC=C2C=CN(C2=C1)C)S(=O)(=O)C